NC1=NC(=C(C=C1C=1C=C2CCNC(C2=C(C1)F)=O)C1=CC=C(C=C1)C1CCN(CC1)CC1CC1)F 6-(2-amino-5-(4-(1-(cyclopropylmethyl)piperidin-4-yl)phenyl)-6-fluoropyridin-3-yl)-8-fluoro-3,4-dihydroisoquinolin-1(2H)-one